tert-butyl 4-[6-chloro-4-(trifluoromethyl)-2-pyridyl]-2-cyano-piperazine-1-carboxylate ClC1=CC(=CC(=N1)N1CC(N(CC1)C(=O)OC(C)(C)C)C#N)C(F)(F)F